F[C@@H]1[C@H](CN(CC1)C=1C=CC(=NC1)NC=1C=CC(=C2CNC(C12)=O)C1=CN=C2N1C=CC(=C2)F)O 7-((5-((3S,4S)-4-fluoro-3-hydroxy-piperidin-1-yl)pyridin-2-yl)amino)-4-(7-fluoro-imidazo[1,2-a]pyridin-3-yl)isoindolin-1-one